Pantothenate C(CCNC([C@H](O)C(C)(C)CO)=O)(=O)[O-]